2-(2-((3r,4r)-3-amino-4-fluoropiperidin-1-yl)-6-fluoro-1H-benzo[d]imidazol-1-yl)-N-((S)-1-(pyridin-2-yl)ethyl)acetamide N[C@@H]1CN(CC[C@H]1F)C1=NC2=C(N1CC(=O)N[C@@H](C)C1=NC=CC=C1)C=C(C=C2)F